S([O-])(O)(=O)=O.C1(=CC=CC=C1)[I+]C1=CC=CC=C1 Diphenyl-iodonium bisulfate